C[Si](C=1C=2N(C=CC1)C(=NC2)C(C)(C)N)(C)C 2-(8-(trimethylsilyl)imidazo[1,5-a]pyridin-3-yl)propan-2-amine